7-bromo-N-[3-fluoro-5-(2-fluoroethoxy)-6-methoxy-2-pyridinyl]imidazo[1,2-a]pyridine-3-sulfonamide BrC1=CC=2N(C=C1)C(=CN2)S(=O)(=O)NC2=NC(=C(C=C2F)OCCF)OC